N1=C(C=CC=C1)[C@@H](C)NC(=O)C1CN(CCC1)CC |r| ethyl-piperidine-3-carboxylic acid ((1RS)-1-pyridin-2-yl-ethyl)-amide